tert-butyl (4S)-4-(7-(methylsulfonyl)-2-oxo-1-(tetrahydrofuran-3-yl)-1,2-dihydropyrimido[4,5-d]pyrimidin-3(4H)-yl)-3,4-dihydroquinoline-1(2H)-carboxylate CS(=O)(=O)C1=NC=C2C(=N1)N(C(N(C2)[C@H]2CCN(C1=CC=CC=C21)C(=O)OC(C)(C)C)=O)C2COCC2